1-methyl-3-(4,4,5,5-tetramethyl-1,3,2-dioxaborolan-2-yl)-4H,6H,7H-pyrano[4,3-c]pyrazole CN1N=C(C2=C1CCOC2)B2OC(C(O2)(C)C)(C)C